COC1=NC(=NC(=N1)C1=CC=CC=C1)C(=O)N1CCN(CC1)S(=O)(=O)C (4-methoxy-6-phenyl-1,3,5-triazin-2-yl)(4-(methylsulfonyl)piperazin-1-yl)methanone